OC(CNC(=O)NC=1SC=2CN(C(CC2N1)(C)C)C=1OC2=C(N1)C=C(C=C2)OC)(C)C N-(2-hydroxy-2-methylpropyl)-N'-[5-(5-methoxy-1,3-benzoxazol-2-yl)-6,6-dimethyl-4,5,6,7-tetrahydro[1,3]thiazolo[5,4-c]pyridin-2-yl]urea